(S)-N-(1-azido-3-phenylpropane-2-yl)-4-methylbenzenesulfonamide N(=[N+]=[N-])C[C@H](CC1=CC=CC=C1)NS(=O)(=O)C1=CC=C(C=C1)C